O1C=C(C2=C1C=CC=C2)C2=C(C=CC=C2N2CCOCC2)CS(=O)(=O)N (R)-(2-(benzofuran-3-yl)-1-(3-morpholinophenyl)methanesulfonamide)